BrC=1C=C(C(=NC1)[C@H]1N([C@@H](CC2=C3C(=CC=C12)N(C(O3)=O)C(C3=CC=CC=C3)(C3=CC=CC=C3)C3=CC=CC=C3)C)CC(F)(F)F)F (6S,8R)-6-(5-Bromo-3-fluoropyridin-2-yl)-8-methyl-7-(2,2,2-trifluoroethyl)-3-trityl-6,7,8,9-Tetrahydrooxazolo[5,4-f]isoquinolin-2(3H)-one